C(C)[Zr](N)(C)(CC)(CC)CC tetraethyl-methyl-aminozirconium